N=C1SCC(N1C1=CC=C2C=CN(C2=C1)C)=O 2-imino-3-(1-methyl-1H-indol-6-yl)thiazolidin-4-one